tert-butyl 4-[(3E)-5-methoxy-5-oxopent-3-en-1-yl]piperidine-1-carboxylate COC(/C=C/CCC1CCN(CC1)C(=O)OC(C)(C)C)=O